Triazolate N1N=NC(=C1)C(=O)[O-]